CC1=C(C=2N(C=C1C1=C(C=3N=C(SC3N1)N1[C@H](CN(CC1)C1COC1)C)C(C)C)N=CN2)C (S)-5-(7,8-dimethyl-[1,2,4]triazolo[1,5-a]pyridin-6-yl)-6-isopropyl-2-(2-methyl-4-(oxetan-3-yl)piperazin-1-yl)-4H-pyrrolo[3,2-d]thiazole